CN1N=CC(=C1C(F)(F)F)C=1SC(=CN1)C=O (2-(1-methyl-5-(trifluoromethyl)-1H-pyrazol-4-yl)thiazol-5-yl)methanone